BrC1=CC=C(C=N1)C1=NN=C2N1C=CC(=C2Cl)I 3-(6-bromopyridin-3-yl)-8-chloro-7-iodo-[1,2,4]triazolo[4,3-a]pyridine